N-(4-(3-isopropyl-2-(8-methoxy-[1,2,4]triazolo[1,5-a]pyridin-6-yl)-1H-indol-5-yl)cyclohexyl)-2-(2-oxa-6-azaspiro[3.3]heptan-6-yl)acetamide C(C)(C)C1=C(NC2=CC=C(C=C12)C1CCC(CC1)NC(CN1CC2(COC2)C1)=O)C=1C=C(C=2N(C1)N=CN2)OC